4-Chlorophenyl 3-deoxy-3-[4-(3,4,5-trifluorophenyl)-1H-1,2,3-triazol-1-yl]-α-D-galactopyranosyl Sulfoxide FC=1C=C(C=C(C1F)F)C=1N=NN(C1)[C@@H]1[C@H]([C@H](O[C@@H]([C@@H]1O)CO)S(=O)C1=CC=C(C=C1)Cl)O